(fluoromethyl) (3,3-difluoropropyl) sulfate S(=O)(=O)(OCF)OCCC(F)F